FC1=C(C=CC(=N1)NC1=CC=C2C=CNC2=C1)OC N-(6-fluoro-5-methoxypyridin-2-yl)-1H-indol-6-amine